COC(C(C(CC(C)C)=O)C)=O 2,5-Dimethyl-3-oxo-hexanoic acid methyl ester